NC=1C(=NON1)N1N=NC(=C1)C(=O)NN=CC1=CC=C(C=C1)CO 1-(4-amino-1,2,5-oxadiazol-3-yl)-N'-(4-(hydroxymethyl)benzylidene)-1H-1,2,3-triazole-4-carbohydrazide